1,1'-biisoquinoline nitrogen [N].C1(=NC=CC2=CC=CC=C12)C1=NC=CC2=CC=CC=C12